FC(C(=O)O)(F)F.NC=1C(=CC(=C(C1)NC(C=C)=O)N1CCC(CC1)N1CCN(CC1)C)OC N-(5-amino-4-methoxy-2-(4-(4-methylpiperazin-1-yl)piperidin-1-yl)phenyl)acrylamide trifluoroacetic acid salt